CO[Si](CC[Si](OC)(OC)OC)(OC)OC 1,2-bis-(trimethoxysilyl)ethane